5-(1-amino-3-hydroxy-2-oxocyclohexyl)-2-trifluoromethylbenzonitrile oxalate C(C(=O)O)(=O)O.NC1(C(C(CCC1)O)=O)C=1C=CC(=C(C#N)C1)C(F)(F)F